C1C(=CC2=CC=CC=C12)N1CCCC1 1-(1H-inden-2-yl)pyrrolidine